4-[[3-[1-(cyanomethyl)-3-(trifluoromethyl)pyrazol-4-yl]imidazo[1,2-a]pyrazin-8-yl]amino]-2-ethyl-N-[2-oxo-2-[[(3R)-pyrrolidin-3-yl]amino]ethyl]benzamide C(#N)CN1N=C(C(=C1)C1=CN=C2N1C=CN=C2NC2=CC(=C(C(=O)NCC(N[C@H]1CNCC1)=O)C=C2)CC)C(F)(F)F